(S)-4-(8-chloro-3-methylpyrido[2,3-b]pyrazin-6-yl)-2-(1-methyl-1H-pyrazol-4-yl)morpholine ClC1=CC(=NC2=NC(=CN=C21)C)N2C[C@@H](OCC2)C=2C=NN(C2)C